C1(CCCCC1)C(N1C(=NC2=C1C=CC=C2)C2=C(C(=O)NC)C=CC=C2)C(NC2CCCCC2)=O 2-[1-(cyclohexyl-cyclohexylcarbamoyl-methyl)-1H-benzimidazol-2-yl]-N-methyl-benzamide